FC(/C(=N\C1=CC=CC=C1)/Cl)(F)F (1E)-2,2,2-trifluoro-N-phenylacetimidoyl chloride